C1(C=CC=C1)[Cr+] cyclopentadienyl-chromium (II)